NC1=NC=CC=C1C1=NC=2C(=NC(=CC2)C2=CC=CC=C2)N1C=1C=CC(=NC1)N1CC(CC1)C(C(=O)OC)(C)C methyl 2-(1-(5-(2-(2-aminopyridin-3-yl)-5-phenyl-3H-imidazo[4,5-b]pyridin-3-yl)pyridin-2-yl)pyrrolidin-3-yl)-2-methylpropanoate